C(C)(C)(C)C=1C=C(C(=O)Cl)C=C(C1O)C(C)(C)C 3,5-bis(tertiary butyl)-4-hydroxybenzoyl chloride